C(#N)C=1C=C(C=C(C1)C(C)(C)O)[S@@](=O)(N)=NC(NC1=C2C(=NC3=C1CCC3)C(CC2)(C)C)=O (R)-3-Cyano-N'-((3,3-dimethyl-1,2,3,5,6,7-hexahydrodicyclopenta[b,e]pyridin-8-yl)carbamoyl)-5-(2-hydroxypropan-2-yl)benzenesulfonimidamide